(1s,3s)-3-((5-(5-methyl-5H-pyrido[4,3-b]indol-7-yl)pyridin-2-yl)oxy)cyclobutyl methanesulfonate CS(=O)(=O)OC1CC(C1)OC1=NC=C(C=C1)C=1C=CC=2C3=C(N(C2C1)C)C=CN=C3